4-(3-(2-(5,6,7,8-tetrahydro-1,8-naphthyridin-2-yl)ethyl)pyrrolidin-1-yl)-2-(2-(trifluoromethyl)benzamido)butanoic acid N1=C(C=CC=2CCCNC12)CCC1CN(CC1)CCC(C(=O)O)NC(C1=C(C=CC=C1)C(F)(F)F)=O